O1CCN(CC1)C1=CC(=NC=N1)N[C@H]1CN(CCC1)C1=CC=C(C=C1)[N+](=O)[O-] 6-morpholino-N-[(3R)-1-(4-nitrophenyl)-3-piperidyl]pyrimidin-4-amine